((5-(5-(2,3-dihydro-1H-inden-4-yl)-6-methoxy-1H-pyrazolo[4,3-b]pyridin-3-yl)pyridin-2-yl)methyl)-2-oxa-5-azabicyclo[2.2.1]heptane C1CCC2=C(C=CC=C12)C1=C(C=C2C(=N1)C(=NN2)C=2C=CC(=NC2)CC21OCC(NC2)C1)OC